1-((3-((2-(2,6-dioxopiperidin-3-yl)-1-oxoisoindol-4-yl)oxy)propyl)-D-prolyl)-4-phenylpiperidine-4-carbonitrile O=C1NC(CCC1N1C(C2=CC=CC(=C2C1)OCCCN1[C@H](CCC1)C(=O)N1CCC(CC1)(C#N)C1=CC=CC=C1)=O)=O